O=C1N(CCC(N1)=O)C=1C=CC(=C(CNC(CCCCNC)=O)C1)C N-(5-(2,4-dioxotetrahydropyrimidin-1(2H)-yl)-2-methylbenzyl)-5-(methylamino)pentanamide